dimethyl 4-(bromomethyl)benzene-1,2-dicarboxylate BrCC=1C=C(C(=CC1)C(=O)OC)C(=O)OC